C(C)(C)(C)OC(=O)N1C(OC[C@@H]1C1OCCC1)(C)C (4R)-2,2-dimethyl-4-tetrahydrofuran-2-yl-oxazolidine-3-carboxylic acid tert-butyl ester